N-(4-tert-butylphenyl)-N-(3,3'',5,5''-tetra-1-butyl-1,1':3',1''-terphenyl-5'-yl)-9,9-dimethyl-9H-fluoren-2-amine C(C)(C)(C)C1=CC=C(C=C1)N(C1=CC=2C(C3=CC=CC=C3C2C=C1)(C)C)C=1C=C(C=C(C1)C1=CC(=CC(=C1)CCCC)CCCC)C1=CC(=CC(=C1)CCCC)CCCC